COC(CC(=O)C1N(CC1)C(=O)OC(C)(C)C)=O Tert-butyl 2-(3-methoxy-3-oxopropanoyl)azetidine-1-carboxylate